4-[(2S)-2-(dimethylamino)-3-[3-(6-methoxypyridin-3-yl)-3-[1-(trifluoromethyl)cyclopropyl]propanamido]propyl]-2,6-difluorobenzamide CN([C@@H](CC1=CC(=C(C(=O)N)C(=C1)F)F)CNC(CC(C1(CC1)C(F)(F)F)C=1C=NC(=CC1)OC)=O)C